[Br-].[SH+]1C=CC=C1 thiophen-1-ium bromide